1-(2-amino-5-bromo-4-fluorophenyl)-2-chloroethane-1-one NC1=C(C=C(C(=C1)F)Br)C(CCl)=O